5-chloro-4-[2-methylpiperazin-1-yl]-2-[5-(trifluoromethyl)-1H-pyrazol-4-yl]-1H-pyrimidin-6-one ClC1=C(N=C(NC1=O)C=1C=NNC1C(F)(F)F)N1C(CNCC1)C